3,7-dimethyl-1-(5-oxohexyl)xanthine CN1C(N(C(C=2N(C=NC12)C)=O)CCCCC(C)=O)=O